ClC1=NC=C(C=N1)[N+](=O)[O-] 2-chloro-5-nitropyrimidine